CCCCCC(CCCCCCC)NC(C)=O N-(tridecan-6-yl)acetamide